N-(cis-4-ethoxycyclohexyl)-5-(4-fluoro-1-isopropyl-2-methyl-1H-benzo[d]imidazol-6-yl)pyrrolo[2,1-f][1,2,4]triazin-2-amine C(C)O[C@H]1CC[C@H](CC1)NC1=NN2C(C=N1)=C(C=C2)C=2C=C(C1=C(N(C(=N1)C)C(C)C)C2)F